(5R,8S)-N-(4-chloro-3-(trifluoromethyl)phenyl)-6,7,8,9-tetrahydro-5H-5,8-epimino-cyclohepta[d]pyrimidine-10-carboxamide ClC1=C(C=C(C=C1)NC(=O)N1[C@@H]2CC[C@H]1CC=1N=CN=CC12)C(F)(F)F